7-fluoro-2-(quinolin-8-ylmethyl)imidazo[1,2-c]quinazolin-5-amine FC1=CC=CC=2C=3N(C(=NC12)N)C=C(N3)CC=3C=CC=C1C=CC=NC31